CC1(CCC(O1)=O)C 5,5-dimethyldihydrofuran-2(3H)-one